FC(S(=O)(=O)N)(F)F 1,1,1-trifluoromethane-sulfonamide